[Cl-].C(C(=C)C)(=O)OCC[N+](CC1=CC=CC=C1)(C)C methacryloyloxyethyldimethyl-benzylammonium chlorid